C(C)(=O)O.C\C=C\C1=C(OC)C=C(OC)C(OC)=C1 alpha-asarone acetate